FC=1C(=CC=C2C(=NC(=NC12)OC[C@H]1N(CCC1)C)N1C[C@@H](NCC1)CC#N)C1=CC(=CC2=CC=CC=C12)OCOC 2-((S)-4-(8-fluoro-7-(3-(methoxymethoxy)naphthalen-1-yl)-2-(((S)-1-methylpyrrolidin-2-yl)methoxy)quinazolin-4-yl)piperazin-2-yl)acetonitrile